tert-Butyl 4-(3-(2,6-bis(benzyloxy)pyridin-3-yl)-1-methyl-1H-indazol-6-yl)-4,7-diazaspiro[2.5]octane-7-carboxylate C(C1=CC=CC=C1)OC1=NC(=CC=C1C1=NN(C2=CC(=CC=C12)N1C2(CC2)CN(CC1)C(=O)OC(C)(C)C)C)OCC1=CC=CC=C1